spiro[[2]benzofuran-1,9'-xanthen]-3-one C1=CC=CC=2OC3=CC=CC=C3C3(C12)OC(C1=C3C=CC=C1)=O